FC1=NC(=C(C(=N1)F)F)F 2,4,5,6-tetrafluoropyrimidine